ClC1=NC(=CC(=C1)C1=C(C=C(C#N)C=C1)C1=NN=CN1)C1CC1 4-(2-chloro-6-cyclopropylpyridin-4-yl)-3-(4H-1,2,4-triazol-3-yl)benzonitrile